C(C)(=O)NC(C)(C)C1=C(C=CC(=N1)NC(=O)C1CC1)C1=COC=C1 N-(6-(2-Acetylaminopropan-2-yl)-5-(furan-3-yl)pyridin-2-yl)cyclopropanecarboxamide